tert-butyl 1-(6-(methylcarbamoyl) pyridin-3-yl)-4,6-dihydropyrrolo[3,4-c]pyrazole-5(1H)-carboxylate CNC(=O)C1=CC=C(C=N1)N1N=CC2=C1CN(C2)C(=O)OC(C)(C)C